boc-3-(2-naphthyl)-D-alanine C(=O)(OC(C)(C)C)N[C@H](CC1=CC2=CC=CC=C2C=C1)C(=O)O